ClC1=NC=C(C(=N1)NC1CCC1)C(=O)NC1=C(C=CC=C1F)F 2-chloro-4-(cyclobutylamino)-N-(2,6-difluorophenyl)pyrimidine-5-carboxamide